2-[4-bromo-2-[2-[[2-[(6-chloro-2-pyridinyl)oxymethyl]-5-cyano-phenyl]methoxy]ethyl]-5-fluoro-phenyl]acetic acid ethyl ester C(C)OC(CC1=C(C=C(C(=C1)F)Br)CCOCC1=C(C=CC(=C1)C#N)COC1=NC(=CC=C1)Cl)=O